4-Aminoethoxy-5-methylbenzonitrile NCCOC1=CC=C(C#N)C=C1C